C(CCCCCCCCCCC)(=O)N(C)CC(=O)[O-].[Na+] sodium N-lauroyl-L-sarcosinate